methylenedicarba-camphorsulfonic acid C=C=C1C2(CCC(C1)C2(C)C)CS(=C)(=O)O